Cl.[C@@H]12CNC[C@H]2C1NC1=NC2=CC=CC=C2C=C1Cl N-[(1r,5s)-3-azabicyclo[3.1.0]hex-6-yl]-3-chloro-quinolin-2-amine hydrochloride